C(#N)C1=CC(=CC2=C1SC(=C2)C(=O)OCC)C(C)C Ethyl 7-cyano-5-isopropylbenzo[b]thiophene-2-carboxylate